[Na].OC=C1C(CC(CC1=O)C1=C2C=CNC2=CC=C1)=O 2-(hydroxy-methylene)-5-(1H-indol-4-yl)cyclohexane-1,3-dione sodium salt